5-(4-chloro-2,3-dihydro-1H-inden-2-yl)imidazolidine-2,4-dione ClC1=C2CC(CC2=CC=C1)C1C(NC(N1)=O)=O